Cl.Cl.Cl.Cl.NCCCN(CCP(OCCCCCCCCCCOP(OCCCCCCCCCC)(=O)CCN(CCCN)CCCN)(OCCCCCCCCCC)=O)CCCN Decan-1,10-diyl didecyl bis((2-(bis(3-aminopropyl)amino)ethyl)-phosphonate) tetrahydrochloride